2-benzocarbazole C1=NC=CC=2C=CC=3C=4C=CC=CC4CC3C21